N-((5-(2-cyanopyridin-4-yl)-2,3-dihydro-1H-inden-4-yl)carbamoyl)-6-methyl-4,5,6,7-Tetrahydrothieno[2,3-c]pyridine-2-sulfonamide C(#N)C1=NC=CC(=C1)C=1C(=C2CCCC2=CC1)NC(=O)NS(=O)(=O)C1=CC2=C(CN(CC2)C)S1